N1(CCNCCC1)C1=CC=CC(=N1)C(=O)NCC 6-(1,4-Diazepan-1-yl)-N-ethylpyridine-2-carboxamide